C(C1=CC=CC=C1)OC(N[C@H](CC1=CC=CC=C1)CNC(=O)N)=O (R)-(1-phenyl-3-ureidoprop-2-yl)carbamic acid benzyl ester